COC1=NC=C(C=C1)C1=C(C=CC(=C1[N+](=O)[O-])N1CCN(CC1)CC1=CC(=CC=C1)[N+](=O)[O-])S(=O)(=O)N (2-Methoxypyridin-5-yl)-3-nitro-4-{4-[(3-nitrophenyl)methyl]piperazin-1-yl}benzenesulfonamide